2,3-bis(non-8-enoxy)propoxymethylbenzene C(CCCCCCC=C)OC(COCC1=CC=CC=C1)COCCCCCCCC=C